4-aminobutyl-1-(2-pyrimidinyl)-piperazine NCCCCC1N(CCNC1)C1=NC=CC=N1